FC=1C(=NC(=NC1OC1CCC(CC1)C(F)(F)F)C)C1=NNC2=C1N(C(C=C2)=O)C 3-(5-fluoro-2-methyl-6-{[(1r,4r)-4-(trifluoromethyl)-cyclohexyl]oxy}pyrimidin-4-yl)-4-methyl-1H,4H,5H-pyrazolo[4,3-b]pyridin-5-one